COC(C)(C)C1=CC=C(C=C1)S(=O)(=O)O 4-(2-methoxyprop-2-yl)benzenesulfonic acid